FC1(CCC(CC1)C1=NC=CC(=C1NC(=O)C=1N=NC(=CC1)OC)C1=C(C=CC(=C1)F)F)F N-(2-(4,4-difluorocyclohexyl)-4-(2,5-difluorophenyl)pyridin-3-yl)-6-methoxypyridazine-3-carboxamide